4-((S)-2-((S)-2-((tert-Butoxycarbonyl)amino)-3-methylbutanamido)propanamido)-2-cyanobenzoic acid C(C)(C)(C)OC(=O)N[C@H](C(=O)N[C@H](C(=O)NC1=CC(=C(C(=O)O)C=C1)C#N)C)C(C)C